FC1=C(C(=O)NC2=C(C=C(C=C2)C(C(F)(F)F)(C(F)(F)F)F)C(F)(F)F)C=CC=C1 2-fluoro-N-[4-(perfluoropropan-2-yl)-2-(trifluoromethyl)phenyl]benzamide